CS(=O)(=O)C=1C(=NC=CC1)N1C=NC=C1C1=CC=C(C=C1)C (methylsulfonyl)-2-(5-(p-tolyl)-1H-imidazole-1-yl)pyridine